6-(4,5-dihydro-1H-imidazol-2-yl)-3-(4-trifluoromethyl-phenyl)-2H-pyrrolo[1,2-a]pyrazine-1-one N1C(=NCC1)C1=CC=C2N1C=C(NC2=O)C2=CC=C(C=C2)C(F)(F)F